Ethyl-(E)-(6-isopropoxy-1-indanylidene)acetate C(C)OC(/C=C/1\CCC2=CC=C(C=C12)OC(C)C)=O